C(C)(C)(C)OC(=O)N1CCC(CC1)N(C=1N=CC2=CC=CC=C2C1)C 4-(methyl-(isoquinolin-3-yl)amino)piperidine-1-carboxylic acid tert-butyl ester